methyl (1S,3S)-3-(4-(4-((((R)-1-(2-chlorophenyl)ethoxy)carbonyl) amino)-3-methylisoxazol-5-yl)phenoxy)cyclohexane-1-carboxylate ClC1=C(C=CC=C1)[C@@H](C)OC(=O)NC=1C(=NOC1C1=CC=C(O[C@@H]2C[C@H](CCC2)C(=O)OC)C=C1)C